N,N-dimethyl-ethanamine CN(CC)C